NC1=CC(=C(CN2CCN(CC2)C(C=C)=O)C=C1)F 1-(4-(4-amino-2-fluorobenzyl)piperazin-1-yl)prop-2-en-1-one